BiThiainine nitrate [N+](=O)(O)[O-].S1C(C=CC=C1)=C1SC=CC=C1